tridecanic acid C(CCCCCCCCCCCC)(=O)O